tert-butyl (5-(2-(2-(1-methyl-1H-imidazol-5-yl)quinolin-4-yl)-1-(2-oxo-1,2,3,4-tetrahydroquinolin-6-yl)-1H-benzo[d]imidazole-5-carboxamido)pentyl)carbamate CN1C=NC=C1C1=NC2=CC=CC=C2C(=C1)C1=NC2=C(N1C=1C=C3CCC(NC3=CC1)=O)C=CC(=C2)C(=O)NCCCCCNC(OC(C)(C)C)=O